C1(CC1)C=1C(=NC=CC1)OCC(C(=O)N[C@H]1C[C@H](N(CC1)C(=O)OC(C)(C)C)C)(F)F tert-butyl (2R,4R)-4-(3-((3-cyclopropylpyridin-2-yl)oxy)-2,2-difluoropropanamido)-2-methylpiperidine-1-carboxylate